NC1=C2C(=NC(=N1)Cl)N(N=C2)CC=2C=CC(=C(OCC=1C=C(C=CC1)CO)C2)Br (3-((5-((4-amino-6-chloro-pyrazolo[3,4-d]pyrimidin-1-yl)methyl)-2-bromo-phenoxy)methyl)phenyl)methanol